C(=C)[Si](O[Si](C)(C)C)(C)C=C.[Pt] platinum (0) divinyltetramethyldisiloxane